CC(CCN1N=NC2=C1C=CC(=C2)C2=NC(=NO2)C2=CC=CC=C2)C 1-(3-methylbutyl)-5-(3-phenyl-1,2,4-oxadiazol-5-yl)-1H-1,2,3-benzotriazole